(R)-N-(4-chlorophenyl)-2-((1S,4S)-4-(6-fluoroquinolin-4-yl)cyclohexyl)propanamide sulfate S(=O)(=O)(O)O.ClC1=CC=C(C=C1)NC([C@H](C)C1CCC(CC1)C1=CC=NC2=CC=C(C=C12)F)=O